CC1=NN(C=C1C1=NC2=CC(=CC=C2N=C1)N1CCOCC1)[C@@H]1C[C@H](C1)C=O trans-3-(3-methyl-4-(7-morpholinoquinoxalin-2-yl)-1H-pyrazol-1-yl)cyclobutane-1-carbaldehyde